C(C)(C)OC1=CC=C(C=N1)C=1C=C2CC(C(C2=CC1)NC(O[C@@H]1CN2CCC1CC2)=O)(C)C (S)-quinuclidin-3-yl (5-(6-isopropoxypyridin-3-yl)-2,2-dimethyl-2,3-dihydro-1H-inden-1-yl)carbamate